C(#N)C1=CC2=C(N=C(S2)NC=2C=C(C(=O)NC3CNCC3)C=CN2)C=C1 2-((6-cyanobenzo[d]thiazol-2-yl)amino)-N-(pyrrolidin-3-yl)isonicotinamide